C(#N)CC(C)(C)C1=C(C=2C(=CC3=C(NC=N3)C2)N1C1=CC=C(C=C1)F)C1=CC=C(C(=O)O)C=C1 4-[6-(2-cyano-1,1-dimethyl-ethyl)-5-(4-fluorophenyl)-1H-pyrrolo[2,3-f]benzimidazol-7-yl]benzoic acid